Piperidin-2-ylmethyl (2-amino-5-(thiophen-2-yl)phenyl)carbamate NC1=C(C=C(C=C1)C=1SC=CC1)NC(OCC1NCCCC1)=O